C1(CC1)N1C(CC(C1)CN1N=C2N=C(C=CC2=C1C(C)(C)O)C1=C(C=C(C=C1C)C(F)(F)F)O)=O cyclopropyl-4-((6-(2-hydroxy-6-methyl-4-(trifluoromethyl)phenyl)-3-(2-hydroxypropan-2-yl)-2H-pyrazolo[3,4-b]pyridin-2-yl)methyl)pyrrolidin-2-one